4'-chloro-9'-((4-oxocyclohexyl)methyl)-5'H-spiro[cyclohexane-1,7'-indolo[1,2-a]quinazolin]-5'-one ClC=1C=2C(N=C3N(C2C=CC1)C1=CC=C(C=C1C31CCCCC1)CC1CCC(CC1)=O)=O